(S)-quinuclidin-3-yl((R)-5-(3-chloro-4-methoxyphenyl)-6-fluoro-2,2-dimethyl-2,3-dihydro-1H-inden-1-yl)carbamate N12C[C@H](C(CC1)CC2)OC(N[C@@H]2C(CC1=CC(=C(C=C21)F)C2=CC(=C(C=C2)OC)Cl)(C)C)=O